BrC=1C(=NN(C1)C=1C=CC(=C(C1)NC(C=C)=O)C(F)(F)F)[N+](=O)[O-] N-(5-(4-bromo-3-nitro-1H-pyrazol-1-yl)-2-(trifluoromethyl)phenyl)acrylamide